N-ethylbicyclo[2.2.1]Hept-5-ene-2,3-dicarboximide C(C)N1C(=O)C2C3C=CC(C2C1=O)C3